N1-methyl-N1-(prop-2-yn-1-yl)ethane-1,2-diamine CN(CCN)CC#C